C(C)(=O)OC=1C(=NC=CC1OC)C(N[C@H](C(=O)NC(=C(C1=CC=C(C=C1)Cl)C1=CC=C(C=C1)Cl)C)C(C)C)=O (S)-2-((1-((1,1-bis(4-chlorophenyl)prop-1-en-2-yl)amino)-3-methyl-1-oxobutan-2-yl)carbamoyl)-4-methoxypyridin-3-yl acetate